C1(CCCCC1)[C@@H](C(=O)NC1=CC=C(C=C1)C=1C(=[N+](C=C(C1)C)[O-])C)NC(=O)C1=CC=NN1C (S)-3-(4-(2-cyclohexyl-2-(1-methyl-1H-pyrazole-5-carboxamido)acetamido)phenyl)-2,5-dimethylpyridine 1-oxide